CN(C)CC1CN(CCC1(O)C=1C=C(C(=O)N)C=CC1)CC=1C=NC=C(C1)F anti-3-[3-[(dimethylamino)methyl]-1-[(5-fluoropyridin-3-yl)methyl]-4-hydroxypiperidin-4-yl]benzamide